C1(=CC(=CC(=C1)C(C(=O)[O-])(C)C1=CC=C(C=C1)C(C1=CC=CC=C1)=O)C(C(=O)[O-])(C)C1=CC=C(C=C1)C(C1=CC=CC=C1)=O)C(C(=O)[O-])(C)C1=CC=C(C=C1)C(C1=CC=CC=C1)=O benzene-1,3,5-trisyltri(2-(4-benzoylphenyl) propionate)